[C@@H]1([C@H](O)[C@H](O)[C@H](O1)CO)NC(C1CN=CC=C1)=O N-(β-D-ribofuranosyl)dihydronicotinamide